2-(iodomethyl)butylene oxide ICC1COCC1